N-(3-(6-bromooxazolo[4,5-b]pyridin-2-yl)-5-fluoro-2-methylphenyl)-2,4-dichlorobenzamide BrC=1C=C2C(=NC1)N=C(O2)C=2C(=C(C=C(C2)F)NC(C2=C(C=C(C=C2)Cl)Cl)=O)C